ClC1=CC(=C(N=N1)OCC1OC(OC1)(C)C)N 6-chloro-3-[(2,2-dimethyl-1,3-dioxolan-4-yl)methoxy]pyridazin-4-amine